OC1=C2CCC(CC2=CC=C1)N(CCC)CC1CCN(CC1)C(=O)C=1NC2=CC=CC=C2C1 (4-(((5-Hydroxy-1,2,3,4-tetrahydronaphthalen-2-yl)(propyl)amino)methyl)piperidin-1-yl)(1H-indol-2-yl)methanone